C(C)(C)(C)S(=O)(=O)N(C=O)[C@@H]1N2C(N([C@H](CC1)C2)OS(=O)(=O)O)=O.ClC2=C(C=C(C=C2)N2CCNCC2)[N+](=O)[O-] 1-(4-chloro-3-nitrophenyl)piperazine (2S,5R)-2-(N-(tert-butylsulfonyl)formamidyl)-7-oxo-1,6-diazabicyclo[3.2.1]oct-6-ylsulfate